1-((3,7-dimethylnon-6-en-1-yl)oxy)-4-methoxybenzene CC(CCOC1=CC=C(C=C1)OC)CCC=C(CC)C